ClC=1C(=CC(=C(C1)NC(=O)[C@H]1N(CC(C1O)(C)O)C(=O)OC(C)(C)C)F)F tert-butyl (2S)-2-((5-chloro-2,4-difluorophenyl) carbamoyl)-3,4-dihydroxy-4-methylpyrrolidine-1-carboxylate